(E)-3-(2-((4-(2-(4-chloro-2-fluorophenyl)-2-methylbenzo[d][1,3]dioxol-4-yl)piperidin-1-yl)methyl)-1-(2-(methylamino)ethyl)-1H-imidazol-5-yl)acrylic acid ethyl ester C(C)OC(\C=C\C1=CN=C(N1CCNC)CN1CCC(CC1)C1=CC=CC=2OC(OC21)(C)C2=C(C=C(C=C2)Cl)F)=O